[N+](=O)([O-])C1=CN2C(N=N1)=C(C(=N2)C2=NN=NN2)C#N 3-nitro-8-cyano-7-(1H-tetrazole-5-yl)pyrazolo[5,1-c][1,2,4]triazin